FC1=CC=C(C=C1C1=CC(=C(C=C1)OC)C(NC=1C=C2C(CCC2=CC1C(NC1=CC(=C(C=C1)F)C(F)(F)F)=O)O)=O)C(=O)O 6-Fluoro-3'-((6-((4-fluoro-3-(trifluoromethyl)phenyl)carbamoyl)-3-hydroxy-2,3-dihydro-1H-inden-5-yl)carbamoyl)-4'-methoxy-[1,1'-biphenyl]-3-carboxylic acid